C(C)(C)OC1=CC=CC2=C1C(N1[C@@H](CO2)C[C@@H](C1)OC1=CC=C2CCC(NC2=C1)=O)=O (2S,11aR)-6-isopropoxy-2-((2-oxo-1,2,3,4-tetrahydroquinolin-7-yl)oxy)-2,3,11,11a-Tetrahydro-1H,5H-benzo[f]pyrrolo[2,1-c][1,4]oxazepin-5-one